FC(C(=O)O)(F)F.CC1=C(C=C(C=C1)NC(=O)N1C2CNCC1C2)C2=NC=CC=C2 N-[4-Methyl-3-(2-pyridyl)phenyl]-3,6-diazabicyclo[3.1.1]heptane-6-carboxamide trifluoroacetate